F[C@H]1C[C@H]2N(CCN(C2)C2=CC=CC(=N2)S(=O)(=O)NC2=NC(=C(C=C2)C(F)(F)F)C2=C(C=CC=C2)C)C1 6-((7S,8aR)-7-fluorohexahydropyrrolo[1,2-a]pyrazin-2(1H)-yl)-N-(6-(o-tolyl)-5-(trifluoromethyl)pyridin-2-yl)pyridine-2-sulfonamide